p-fluorocumene FC1=CC=C(C=C1)C(C)C